C(CCCCCCCCCCCO)O 1,12-Dodecanediol